BrC1CN(CC1)C=1C2=C(N=C(N1)OC[C@]13CCCN3C[C@@H](C1)F)C(=C(N=C2)C2=CC=CC1=CC=CC=C21)F 4-(3-bromopyrrolidin-1-yl)-8-fluoro-2-(((2R,7aS)-2-fluorotetrahydro-1H-pyrrolizin-7a(5H)-yl)methoxy)-7-(naphthalen-1-yl)pyrido[4,3-d]pyrimidine